ClC1=CC(=C2N1C1=CC=CC=C1N=C2)C2=CSC=C2 1-chloro-3-(thiophen-3-yl)pyrrolo[1,2-a]quinoxaline